2-(2,6-Dioxopiperidin-3-yl)-5-fluoro-6-(9-(1-(5-methoxy-2-(1-methyl-1H-pyrazol-4-yl)-4-nitrophenyl)piperidin-4-yl)-2,9-diazaspiro[5.5]undec-2-yl)isoindoline-1,3-dione O=C1NC(CCC1N1C(C2=CC(=C(C=C2C1=O)F)N1CC2(CCC1)CCN(CC2)C2CCN(CC2)C2=C(C=C(C(=C2)OC)[N+](=O)[O-])C=2C=NN(C2)C)=O)=O